ClC=1C(=NC=CN1)NC=1C=NC(=CC1)C(F)(F)F 3-chloro-N-[6-(trifluoromethyl)pyridin-3-yl]pyrazin-2-amine